3-(3-fluoro-4-(4-(4-methylpiperazin-1-yl)piperidin-1-yl)phenyl)-1H-1,2,4-triazole-3,5-diamine FC=1C=C(C=CC1N1CCC(CC1)N1CCN(CC1)C)C1(NNC(=N1)N)N